Cl.N[C@@H](CCC#N)C1=CC(=CC=C1)OC(F)(F)F (S)-4-amino-4-(3-(trifluoromethoxy)phenyl)butanenitrile hydrochloride